C(=O)(O)CC1(CC2=CC=CC=C2C1)C(=O)N[C@@H](CC1=CC=C(C=C1)O)C(=O)O (2-(carboxymethyl)-2,3-dihydro-1H-indene-2-carbonyl)-L-tyrosine